C(OC)(OCCCS(=O)(=O)C)=O methyl (3-(methylsulfonyl) propyl) carbonate